tert-butyl (1R,5S,7r)-7-(5-(benzyloxy)-2-methylbenzofuran-3-carboxamido)-3-oxa-9-azabicyclo-[3.3.1]nonane-9-carboxylate C(C1=CC=CC=C1)OC=1C=CC2=C(C(=C(O2)C)C(=O)NC2C[C@H]3COC[C@@H](C2)N3C(=O)OC(C)(C)C)C1